N(=[N+]=[N-])CCCCCC(=O)N[C@H](C(=O)N[C@H](C(=O)NC1=CC=C(C=C1)CI)C)C(C)C 6-azido-N-((S)-1-(((S)-1-((4-(iodomethyl)phenyl)amino)-1-oxopropan-2-yl)amino)-3-methyl-1-oxobutan-2-yl)hexanamide